N,N-Dihexadecylanilinium tetrakis(tetrafluorophenyl)borate FC=1C(=C(C(=C(C1)[B-](C1=C(C(=C(C(=C1)F)F)F)F)(C1=C(C(=C(C(=C1)F)F)F)F)C1=C(C(=C(C(=C1)F)F)F)F)F)F)F.C(CCCCCCCCCCCCCCC)[NH+](C1=CC=CC=C1)CCCCCCCCCCCCCCCC